N-[5-[5-(Cyclopropylmethyl)-4H-1,2,4-triazol-3-yl]-4-fluoro-2-methylphenyl]-6-methoxypyrazolo[1,5-a]pyridine-3-carboxamide C1(CC1)CC=1NC(=NN1)C=1C(=CC(=C(C1)NC(=O)C=1C=NN2C1C=CC(=C2)OC)C)F